1-benzyl-N3-methyl-2-oxo-1,2-dihydropyridine-3,5-dicarboxylic acid amide C(C1=CC=CC=C1)N1C(C(=CC(=C1)C(=O)O)C(=O)NC)=O